(R)-1-(3,5-dichloropyridin-4-yl) ethylmethanesulfonate C(C)CS(=O)(=O)OC1=C(C=NC=C1Cl)Cl